ClC1=CC=C(C(=N1)C1=NC2=C(C=NC(=C2)C(F)(F)F)N1C)SCC 2-[6-chloro-3-(ethylthio)pyridin-2-yl]-3-methyl-6-(trifluoromethyl)-3H-imidazo[4,5-c]pyridine